N-bicyclo[1.1.1]pent-1-yl-6-{4-[(6-methoxypyridin-3-yl)oxy]piperidin-1-yl}-5-methylpyridazine-3-carboxamide C12(CC(C1)C2)NC(=O)C=2N=NC(=C(C2)C)N2CCC(CC2)OC=2C=NC(=CC2)OC